C(=O)C1=CC=C(C=C1)OC(C(=C)C)=O 4-formylphenyl-methacrylate